4-(3-(2,6-dimethylphenyl)-7-((4-fluoro-5-(hydroxymethyl)-2-methoxyphenyl)amino)-2-oxo-3,4-dihydropyrimido[4,5-d]pyrimidin-1(2H)-yl)butanoic acid CC1=C(C(=CC=C1)C)N1C(N(C2=NC(=NC=C2C1)NC1=C(C=C(C(=C1)CO)F)OC)CCCC(=O)O)=O